NC1=CC=C(C=C1)CCN1[C@@H](O[C@@H](C1=O)C)C=1C(=NN(C1)C1=CC=C(C=C1)Br)C1=CSC=C1 (2S,5R)-3-(4-aminophenylethyl)-2-(1-(4-bromophenyl)-3-(thien-3-yl)-1H-pyrazol-4-yl)-5-methyloxazolidin-4-one